2-methacryloxy-n-hexylthio-5-ethylthio-1,3,4-thiadiazole C(C(=C)C)(=O)OC(CSC=1SC(=NN1)SCC)CCCC